α-L-altropyranose O[C@H]1[C@H](O)[C@@H](O)[C@@H](O)[C@@H](O1)CO